C(CC)OC1=CC=C(C(C(=O)O)O)C=C1 p-propoxymandelic acid